C(=O)(O)C=1C=C(C=CC1O)NC(=O)C=1C(=C(C(=O)O)C=C(C1)O)O 3-(3-Carboxy-4-hydroxyphenylaminocarbonyl)-2,5-dihydroxybenzoic acid